1-(4-(5-chloro-2-methylphenyl)piperazine-1-yl)-3-(3-(pentafluoro-λ6-sulfaneyl)phenyl)prop-2-yn-1-one ClC=1C=CC(=C(C1)N1CCN(CC1)C(C#CC1=CC(=CC=C1)S(F)(F)(F)(F)F)=O)C